C(C)OC(C(CC(CC1=CC=C(C=C1)C(F)(F)F)=O)=O)=O 2,4-dioxo-5-[4-(trifluoromethyl)phenyl]pentanoic acid ethyl ester